(3r,4r,5r)-3,4-bis(benzyloxy)-5-((benzyloxy)methyl)dihydrofuran-2(3H)-one C(C1=CC=CC=C1)O[C@H]1C(O[C@@H]([C@H]1OCC1=CC=CC=C1)COCC1=CC=CC=C1)=O